C(=C)C1=C2C(=NC(=C1)C(=O)OC)C=CN2 methyl 7-vinyl-1H-pyrrolo[3,2-b]pyridine-5-carboxylate